2-cyclohexyl-4-methyl-1H-indene C1(CCCCC1)C=1CC2=CC=CC(=C2C1)C